C1(=CC=CC=C1)CCCCCCCO benzeneheptanol